ONC(=O)C1=CC2=C(OCC(N2CC2=CC=C(C=C2)N2CCCC2)=O)C=C1 N-hydroxy-3-oxo-4-(4-(pyrrolidin-1-yl)benzyl)-3,4-dihydro-2H-benzo[b][1,4]oxazine-6-carboxamide